Oleoyl glyceryl phosphate P(=O)(OC(CCCCCCC\C=C/CCCCCCCC)=O)(OCC(O)CO)[O-]